(5-bromobenzo[b]thiophene-2-yl)methanol BrC1=CC2=C(SC(=C2)CO)C=C1